methanesulfonic acid (mesylate) salt S(C)(=O)(=O)O.CS(=O)(=O)O